8-Mercaptoadenine SC1=NC2=NC=NC(=C2N1)N